3-(2-chloro-3-((N-methylsulfamoyl)amino)benzyl)-4-((dimethylamino)methyl)-6-fluoro-2-oxo-2H-chromen-7-yl dimethylcarbamate CN(C(OC1=C(C=C2C(=C(C(OC2=C1)=O)CC1=C(C(=CC=C1)NS(NC)(=O)=O)Cl)CN(C)C)F)=O)C